5-(bromomethylene)-2(5H)-furanone BrC=C1C=CC(O1)=O